COCO[C@H]1C[C@H]2[C@H]([C@H]([C@H]3[C@@H]4CC[C@H]([C@@H](CCC(=O)OC)C)[C@]4([C@H](C[C@@H]3[C@]2(CC1)C)OCOC)C)OCOC)CC Methyl 3α,7α,12α-trimethoxymethoxy-6α-ethyl-5β-cholan-24-oate